4-[(2,4-Difluorophenoxy)methyl]piperidine hydrochloride Cl.FC1=C(OCC2CCNCC2)C=CC(=C1)F